3-(2-((6-chlorohexyl)oxy)ethoxy)-N-(3',6'-bis(azetidin-1-yl)-2-diazo-3-oxo-2,3-dihydrospiro[indene-1,9'-xanthen]-6-yl)propionamide ClCCCCCCOCCOCCC(=O)NC1=CC=C2C(C(C3(C4=CC=C(C=C4OC=4C=C(C=CC34)N3CCC3)N3CCC3)C2=C1)=[N+]=[N-])=O